ClC=1C(=C(C=CC1)O)OC1=C(C=CC(=C1)Cl)Cl chloro-(2,5-dichlorophenoxy)phenol